8-chloro-6-(pyrimidin-4-ylamino)-1'-(2,2,2-trifluoroethyl)-2H-spiro[imidazo[1,5-a]pyridine-3,4'-piperidine]-1,5-dione ClC1=C2N(C(C(=C1)NC1=NC=NC=C1)=O)C1(CCN(CC1)CC(F)(F)F)NC2=O